(2S,4R)-1-((R)-2-acetamido-3-((6-aminohexyl)thio)-3-methylbutanoyl)-4-hydroxy-N-(4-(4-methylthiazol-5-yl)benzyl)pyrrolidine-2-carboxamide C(C)(=O)N[C@H](C(=O)N1[C@@H](C[C@H](C1)O)C(=O)NCC1=CC=C(C=C1)C1=C(N=CS1)C)C(C)(C)SCCCCCCN